OC(=O)C(O)C1=CC=C(CC(C)C)C=C1 oxaibuprofen